ClC1=CC(=C(C=C1)N1C(=NN=C1C)[C@@H]1CC[C@H](CC1)OC1=NC=CC=C1)SC trans-2-[4-[4-(4-chloro-2-methylsulfanylphenyl)-5-methyl-1,2,4-triazol-3-yl]cyclohexyl]oxypyridine